2-(4-(2-amino-2-oxoethyl)phenyl)2-methylpropanoic acid methyl ester COC(C(C)(C)C1=CC=C(C=C1)CC(=O)N)=O